COC=1C=C2CCN(CC2=CC1NC=1N=C(C2=C(N1)NC=C2)NC=2C=CC=C1C=NC(C21)=O)C 7-((2-((6-methoxy-2-methyl-1,2,3,4-tetrahydroisoquinolin-7-yl)amino)-7H-pyrrolo[2,3-d]pyrimidin-4-yl)amino)isoindol-1-one